2,7-dimethyl-9,10-bis(n-heptanyloxy)anthracene CC1=CC2=C(C3=CC(=CC=C3C(=C2C=C1)OCCCCCCC)C)OCCCCCCC